(3-{4-[6-(difluoromethoxy)pyridin-3-yl]-6-oxo-1,6-dihydropyrimidin-2-yl}-4-(trifluoromethyl)benzyl)isobutyramide FC(OC1=CC=C(C=N1)C=1N=C(NC(C1)=O)C=1C=C(CC(C(=O)N)(C)C)C=CC1C(F)(F)F)F